2-((1r,4S)-4-ethoxycyclohexylamino)-4-((1S,2S)-2-hydroxycyclopentylamino)pyrimidine-5-carboxamide C(C)OC1CCC(CC1)NC1=NC=C(C(=N1)N[C@@H]1[C@H](CCC1)O)C(=O)N